6-chloro-8-(6,6-difluorospiro[3.3]hept-2-yl)-2,3-dimethylpyrimidino[5,4-d]pyrimidin-4(3H)-one ClC=1N=C(C=2N=C(N(C(C2N1)=O)C)C)C1CC2(C1)CC(C2)(F)F